sodium cumyl-sulfonate C(C)(C)(C1=CC=CC=C1)S(=O)(=O)[O-].[Na+]